BrC1=NC(=C(N1C)C(=O)OC)C=O methyl 2-bromo-5-formyl-3-methylimidazole-4-carboxylate